2-[2-hydroxy-4-(2-hydroxy-3-dodecyloxypropoxy)phenyl]-4,6-bis(2,4-dimethylphenyl)-1,3,5-tri-azine OC1=C(C=CC(=C1)OCC(COCCCCCCCCCCCC)O)C1=NC(=NC(=N1)C1=C(C=C(C=C1)C)C)C1=C(C=C(C=C1)C)C